(1S,3S)-1-ethynyl-5-(3-methoxy-4-nitrobenzoyl)-5-azaspiro[2.5]octane C(#C)[C@@H]1C[C@]12CN(CCC2)C(C2=CC(=C(C=C2)[N+](=O)[O-])OC)=O